{6-[(6-{2-[(2S)-azetidin-2-yl]ethoxy}-2'-ethoxy[2,3'-bipyridin]-5-yl)oxy]-2-azaspiro[3.3]heptan-2-yl}(1-fluorocyclopentyl)methanone N1[C@@H](CC1)CCOC1=C(C=CC(=N1)C=1C(=NC=CC1)OCC)OC1CC2(CN(C2)C(=O)C2(CCCC2)F)C1